C(=O)(O)C1=NN(C=C1)CC1=CC(C(=C(N1CC)C1=CC(=C(C=C1)Cl)Cl)C(=O)O)=O 6-[(3-carboxypyrazol-1-yl)methyl]-2-(3,4-dichlorophenyl)-1-ethyl-4-oxo-pyridine-3-carboxylic acid